ClC1=C(C=C(C=C1)Cl)CN1N=C2N=C(N=C(C2=C1)N)C1=NSC=C1 2-[(2,5-dichlorophenyl)methyl]-6-(1,2-thiazol-3-yl)-2H-pyrazolo[3,4-d]pyrimidin-4-amine